N-(5-Fluoropyridin-2-yl)-1-[1-(1-methyl-1H-pyrazol-3-carbonyl)-1,2,3,4-tetrahydrochinolin-6-yl]cyclobutan-1-carboxamid FC=1C=CC(=NC1)NC(=O)C1(CCC1)C=1C=C2CCCN(C2=CC1)C(=O)C1=NN(C=C1)C